1-benzyl-7-bromo-3-(difluoromethyl)-3,4-dihydroquinoxalin-2(1H)-one C(C1=CC=CC=C1)N1C(C(NC2=CC=C(C=C12)Br)C(F)F)=O